4-chloro-N,1-dimethyl-N-(trans-4-methylpyrrolidin-3-yl)-1H-imidazole-5-carboxamide ClC=1N=CN(C1C(=O)N([C@@H]1CNC[C@H]1C)C)C